N-[3-(dimethylamino)propyl]-7-(5-fluoroindolin-1-yl)thiazolo[5,4-d]pyrimidine-2-carboxamide CN(CCCNC(=O)C=1SC=2N=CN=C(C2N1)N1CCC2=CC(=CC=C12)F)C